C(CCCCCCCCCCCCCCCCCCCCCCCCC)O n-hexacosanol